N-(5-chloro-2-(2-methoxyethoxy)benzyl)-N-(5-(N,N-dibutylcarbamoyl)-2,3-dihydro-1H-inden-2-yl)benzofuran-2-carboxamide ClC=1C=CC(=C(CN(C(=O)C=2OC3=C(C2)C=CC=C3)C3CC2=CC=C(C=C2C3)C(N(CCCC)CCCC)=O)C1)OCCOC